6'-(4-(hydroxymethyl)cyclohex-1-en-1-yl)spiro[cyclohexane-1,3'-indolin]-2'-one OCC1CC=C(CC1)C1=CC=C2C3(C(NC2=C1)=O)CCCCC3